CN1[C@@H](CCC1)C(O)([2H])[2H] (S)-(1-methylpyrrolidin-2-yl)methan-d2-ol